BrC1=C(C=2C=CN=C(C2C=C1)C1=CC(=CC(=C1)Cl)Cl)N(C)C 6-bromo-1-(3,5-dichlorophenyl)-N,N-dimethyl-isoquinolin-5-amine